(2-((1-((3-oxa-8-azabicyclo[3.2.1]octan-8-yl)methyl)cyclopropyl)methoxy)-4-(2-methylazepan-1-yl)-5,7-dihydro-6H-pyrrolo[3,4-d]pyrimidin-6-yl)(3-hydroxy-8-iodonaphthalen-1-yl)methanone C12COCC(CC1)N2CC2(CC2)COC=2N=C(C1=C(N2)CN(C1)C(=O)C1=CC(=CC2=CC=CC(=C12)I)O)N1C(CCCCC1)C